C(C)(=O)OCCCCCCCCCCCCCCCCCCCCCCCCCCCCCC n-triacontyl acetate